diethyl {[(4-chlorophenyl)sulfanyl]methyl}phosphonate ClC1=CC=C(C=C1)SCP(OCC)(OCC)=O